(6-chloropyridin-3-yl)morpholine ClC1=CC=C(C=N1)N1CCOCC1